BrC1=NNC2=NC=NC(=C21)N2CCC(CC2)N(C(CCN(CC)CC)=O)C2=CC=C(C=C2)Cl N-[1-(3-bromo-1H-pyrazolo[3,4-d]pyrimidin-4-yl)piperidin-4-yl]-N-(4-chlorophenyl)-N~3~,N~3~-diethyl-beta-alaninamide